FC(C1(CC1)NC(O[C@H]1C[C@H](CC1)C1=CC(=NN1)NC(COC1=C(C(=CC(=C1)OC)O)C=O)=O)=O)F (1R,3S)-3-(3-(2-(2-formyl-3-hydroxy-5-methoxyphenoxy)acetamido)-1H-pyrazol-5-yl)cyclopentyl (1-(difluoromethyl)cyclopropyl)carbamate